C1(=CC=CC=C1)C1=NC(=CC(=C1)C1=CC=C(C=C1)N(C)C)C1=CC=CC=C1 2,6-diphenyl-4-(4'-dimethylaminophenyl)-pyridine